C(#C)C=1C(=CC=C2C=C(C=C(C12)[C@@H]1CC=2N=C(N=C(C2OC1)N1CC(CCCC1)NC(C=C)=O)OC[C@]1(N(C[C@@H](C1)F)C)C)O)F N-(1-((S)-7-(8-ethynyl-7-fluoro-3-hydroxynaphthalen-1-yl)-2-(((2S,4R)-4-fluoro-1,2-dimethylpyrrolidin-2-yl)methoxy)-7,8-dihydro-6H-pyrano[3,2-d]pyrimidin-4-yl)azepan-3-yl)acrylamide